FC(C(=O)O)(F)F.N[C@H](C(=O)NCC1=C(C=CC(=C1)Cl)N1N=NN=C1)C (S)-2-amino-N-(5-chloro-2-(1H-tetrazol-1-yl)benzyl)propionamide trifluoroacetate